C(CC)C1=CC=C(C=C1)C1=CC=C(C=C1)C#N 4-propyl-4'-cyanobiphenyl